C(=O)O.COC1=CC(N(C=C1)C)=O 4-methoxy-1-methylpyridin-2(1H)-one formate